1-(6,8-dichloro-2,7-naphthyridin-3-yl)-3-methylurea ClC=1C=C2C=C(N=CC2=C(N1)Cl)NC(=O)NC